CC1=C(C=NC(=C1)C(F)(F)F)CC1CNCCO1 4-methyl-3-(morpholin-2-ylmethyl)-6-(trifluoromethyl)pyridin